3-nitro-N-propylimidazo[1,2-a]pyridine-2-carboxamide [N+](=O)([O-])C1=C(N=C2N1C=CC=C2)C(=O)NCCC